methylenebismethacrylamide CC(=C)C(=O)NCNC(=O)C(=C)C